BrC1=C(COC2=C3C(C=C(OC3=CC=C2)C(=O)NN[C@@H]([C@H](C)CC)C(=O)N[C@@H](CC(C)C)C(=O)OC)=O)C=CC=C1 methyl (5-((2-bromobenzyl) oxy)-4-oxo-4H-chromen-2-carbonylamino)-L-alloisoleucyl-L-leucinate